C1(CCCCCC1)[C@@H](C(=O)NC=1C=NC(=CC1)C=1C(=NOC1C)C)NC(OC(C)(C)C)=O tert-butyl (S)-(1-cycloheptyl-2-((6-(3,5-dimethylisoxazol-4-yl)pyridin-3-yl)amino)-2-oxoethyl)carbamate